tert-butyl 5-{[2-(4-bromophenyl)imidazo[1,2-a]pyridin-3-yl]methyl}hexahydropyrrolo[3,4-c]pyrrole-2(1H)-carboxylate BrC1=CC=C(C=C1)C=1N=C2N(C=CC=C2)C1CN1CC2C(C1)CN(C2)C(=O)OC(C)(C)C